(4-((1-ethylpiperidin-4-yl)oxy)phenyl)(6-hydroxy-2-(4-hydroxyphenyl)benzo[b]thiophen-3-yl)methanone C(C)N1CCC(CC1)OC1=CC=C(C=C1)C(=O)C=1C2=C(SC1C1=CC=C(C=C1)O)C=C(C=C2)O